4,4'-sulfinylbisphenol S(=O)(C1=CC=C(C=C1)O)C1=CC=C(C=C1)O